ClC=1C(N(C(=CC1OCC1=NC=C(C=C1F)F)C)C1=CC(=NC=C1C)C1=NC(=NC=C1)[C@](C)(O)C1CC1)=O |o1:31| rel-3-chloro-2'-[2-(1-cyclopropyl-1-hydroxyethyl)pyrimidin-4-yl]-4-[(3,5-difluoropyridin-2-yl)methoxy]-5',6-dimethyl-[1,4'-bipyridin]-2-one